ClC1=C(C)C(=CC=C1C(C)(C)C)Cl 2,6-dichloro-3-tert-butyltoluene